3-[3-(4-bromophenyl)-2-propanoyl-3,4-dihydropyrazol-5-yl]-6-chloro-4-phenyl-1H-quinolin-2-one BrC1=CC=C(C=C1)C1N(N=C(C1)C=1C(NC2=CC=C(C=C2C1C1=CC=CC=C1)Cl)=O)C(CC)=O